4-(5-fluoro-6-isopropoxypyridin-3-yl)-5-methoxy-N-(1-(methylsulfonyl)piperidin-4-yl)pyrimidin-2-amine FC=1C=C(C=NC1OC(C)C)C1=NC(=NC=C1OC)NC1CCN(CC1)S(=O)(=O)C